C1(CC1)[C@@H](C)NS(=O)(=O)C1=CC=C(C=C1)NC([C@H](CC1=CC=CC=C1)NC(C1=CC=C(C=C1)F)=O)=O N-((S)-1-(4-(N-((R)-1-cyclopropylethyl)sulfamoyl)phenylamino)-1-oxo-3-phenylpropan-2-yl)-4-fluorobenzamide